C(#N)C1=CC(=CC=2N=C(OC21)C=2C(=C(C=CC2)C2=C(C(=CC=C2)NC=2N=CC=C1C=C(C=NC21)CN2C[C@@H](CC2)O)C)C)CN2CCC2 (R)-1-((7-Cyano-2-(3'-(3-((3-hydroxypyrrolidin-1-yl)methyl)-1,7-naphthyridin-8-ylamino)-2,2'-dimethylbiphenyl-3-yl)benzo[d]oxazol-5-yl)methyl)azetidin